5-bromo-7-chloroquinoxaline BrC1=C2N=CC=NC2=CC(=C1)Cl